2-[azetidin-3-ylmethyl-[5-[[4-[[3-[1-(2,2-difluoroethyl)-3-(trifluoromethyl)pyrazol-4-yl]imidazo[1,2-a]pyrazin-8-yl]amino]-2-ethyl-benzoyl]amino]pentyl]amino]acetic acid N1CC(C1)CN(CC(=O)O)CCCCCNC(C1=C(C=C(C=C1)NC=1C=2N(C=CN1)C(=CN2)C=2C(=NN(C2)CC(F)F)C(F)(F)F)CC)=O